(2S)-4-(2-chloro-6-((1-(methoxycarbonyl)-4,4-dimethyl-1,2,3,4-tetrahydronaphthalen-1-yl)methyl)-5-nitropyrimidin-4-yl)-2-(cyanomethyl)piperazine-1-carboxylic acid tert-butyl ester C(C)(C)(C)OC(=O)N1[C@H](CN(CC1)C1=NC(=NC(=C1[N+](=O)[O-])CC1(CCC(C2=CC=CC=C12)(C)C)C(=O)OC)Cl)CC#N